1-(3-ethyl-4-phenoxyphenyl)-3-(3-methylphenyl)-1,3,5-triazinane-2,4,6-trione C(C)C=1C=C(C=CC1OC1=CC=CC=C1)N1C(N(C(NC1=O)=O)C1=CC(=CC=C1)C)=O